FC1=NC(=CC=C1N1CCN([C@@H]2C[C@H]12)C(=O)OC(C)(C)C)C(=O)OC |o1:11,13| rel-tert-butyl (1R,6S)-5-[2-fluoro-6-(methoxycarbonyl)pyridin-3-yl]-2,5-diazabicyclo[4.1.0]heptane-2-carboxylate